NCC1=NN=C(O1)C1=CC=C(C=C1)N[C@@H]1C[C@@H](N(C2=CC=CC=C12)C(CC)=O)C 1-((2S,4R)-4-((4-(5-(aminomethyl)-1,3,4-oxadiazol-2-yl)phenyl)amino)-2-methyl-3,4-dihydroquinolin-1(2H)-yl)propan-1-one